P(=O)(O)(O)[O-].P(=O)(O)(O)[O-].[Ca+2] calcium bis(dihydrogenorthophosphate)